BrC=1C=CC2=C(C=CC=3C=4C=CC=CC4C(C23)(C)C)C1 3-bromo-11,11-dimethylbenzofluorene